FC1=NC=C(C=C1)[Si](C)(C)C 2-Fluoro-5-(trimethylsilyl)pyridine